2-[(diadamantan-1-yl)phosphino]-3-[(R)-t-butyl-(methyl)phosphino]quinoxaline C12(CC3CC(CC(C1)C3)C2)P(C2=NC3=CC=CC=C3N=C2[P@](C)C(C)(C)C)C23CC1CC(CC(C2)C1)C3